OC[C@H](C1=CC=CC=C1)NC1=NC(=NC=C1C=1OC(=NN1)CN1CCN(CC1)CC)NC=1C=C2C(NC(C2=CC1)=O)(C)C 5-[[4-[[(1S)-2-hydroxy-1-phenylethyl]amino]-5-[5-[(4-ethylpiperazin-1-yl)-methyl]-1,3,4-oxadiazol-2-yl]pyrimidin-2-yl]amino]-3,3-dimethylisoindol-1-one